C(OC[C@@]12CN(C[C@@H](CC1)N2C(=O)OC(C)(C)C)C(C2=CC=CC=C2)(C2=CC=CC=C2)C2=CC=CC=C2)([2H])([2H])[2H] (+)-tert-Butyl (1S,5R)-1-((methoxy-d3)methyl)-3-trityl-3,8-diazabicyclo[3.2.1]octane-8-carboxylate